2-(tridecyloxy)acetic acid C(CCCCCCCCCCCC)OCC(=O)O